C(C)(=O)OC(COC1=C(C=C(C=C1Cl)S(=O)(=O)C1=CC=C(C=C1)OCC(CS(=O)(=O)CC)OC(C)=O)Cl)CCl 1-(4-((4-(2-acetoxy-3-(ethylsulfonyl)propoxy)phenyl)sulfonyl)-2,6-dichlorophenoxy)-3-chloropropan-2-yl acetate